C1=CC=C(C=C1)C2=NC(C(=O)NC3=C2C=C(C=C3)Cl)C(=O)[O-].[K+] The molecule is the potassium salt of clorazepic acid. It has a role as an anxiolytic drug and a prodrug. It contains a clorazepic acid anion.